5-(3-chloro-4-((diethylamino)methyl)phenyl)-N-(3-(pyrrolidin-1-yl)propyl)thieno[3,2-b]pyridin-7-amine ClC=1C=C(C=CC1CN(CC)CC)C1=CC(=C2C(=N1)C=CS2)NCCCN2CCCC2